tert-butyl 6-(chloromethyl)-5-methoxy-3',6'-dihydro-[3,4'-bipyridine]-1'(2'H)-carboxylate ClCC1=C(C=C(C=N1)C=1CCN(CC1)C(=O)OC(C)(C)C)OC